BrC1=CC(=C(NCC2CCC2)C=C1)[N+](=O)[O-] 4-Bromo-N-(cyclobutylmethyl)-2-nitroaniline